1-((2S,5R)-2-(((tert-butyldiphenylsilyl)oxy)methyl)-1,3-oxathiolan-5-yl)pyrimidine-2,4(1H,3H)-dione [Si](C1=CC=CC=C1)(C1=CC=CC=C1)(C(C)(C)C)OC[C@H]1O[C@H](CS1)N1C(NC(C=C1)=O)=O